BOC-DL-proline methyl ester COC([C@H]1N(CCC1)C(=O)OC(C)(C)C)=O |r|